BrC(COC1=CC=CC=C1)(Br)Br tribromophenoxyethane